(±)-(Trans)-1-cyclobutyl-3-fluoro-4-(4-nitro-1H-pyrazol-1-yl)piperidine C1(CCC1)N1C[C@H]([C@@H](CC1)N1N=CC(=C1)[N+](=O)[O-])F |r|